C1=CC(=CC=2OC3=C(C21)C=CC=C3)C3=C(C=CC=C3)B3OC(C(O3)(C)C)(C)C 2-(2-(dibenzo[b,d]furan-3-yl)phenyl)-4,4,5,5-tetramethyl-1,3,2-dioxaborolane